1,3-dichloro-2-fluoropropanol ClC(C(CCl)F)O